2,4-dichloro-8-phenylbenzofuro[3,2-d]Pyrimidine ClC=1N=C(C2=C(N1)C1=C(O2)C=CC(=C1)C1=CC=CC=C1)Cl